N[C@@H]1C[C@H](N(C1)C(=O)C=1N=C2N(C=C(C=C2)Cl)C1)C=1SC=C(N1)C(=O)N[C@H](C(=O)NC)CCCCNC(=N)N 2-((2S,4R)-4-amino-1-(6-chloroimidazo[1,2-a]pyridine-2-carbonyl)pyrrolidin-2-yl)-N-((S)-6-guanidino-1-(methylamino)-1-oxohexan-2-yl)thiazole-4-carboxamide